N1(CCN[C@H]2CCCC[C@@H]12)C=1C=C2CN(C(C2=CC1)=O)C1C(NC(CC1)=O)=O 3-(5-((4aS,8aR)-octahydroquinoxalin-1(2H)-yl)-1-oxoisoindolin-2-yl)piperidine-2,6-dione